1-(2-ethyl-1H-pyrrol-3-yl)ethanethiol C(C)C=1NC=CC1C(C)S